3-[3-Methyl-4-({4-[methyl({[(1r,4r)-4-aminocyclohexyl]methyl})amino]piperidin-1-yl}methyl)-2-oxo-1,3-benzodiazol-1-yl]piperidine-2,6-dione trifluoroacetate FC(C(=O)O)(F)F.CN1C(N(C2=C1C(=CC=C2)CN2CCC(CC2)N(CC2CCC(CC2)N)C)C2C(NC(CC2)=O)=O)=O